C1(CCC1)N1N=CC(=C1)C=1C(=CC(=NC1)NC(C)=O)NC1=NC(=NC=C1)C(C)(F)F N-(5-(1-cyclobutyl-1H-pyrazol-4-yl)-4-((2-(1,1-difluoroethyl)pyrimidin-4-yl)amino)pyridin-2-yl)acetamide